benzothiadiazolyl-(benzodiazepine) S1N=NC2=C1C=CC=C2C2=NNC1=C(C=C2)C=CC=C1